6-fluoro-3-methyl-2-tetrahydropyran-3-yl-quinoline-4-carbonitrile FC=1C=C2C(=C(C(=NC2=CC1)C1COCCC1)C)C#N